3-(9-((4-(aminomethyl)-3-methoxyphenyl)carbamoyl)-4,5-dihydrobenzo[b]thieno[2,3-d]oxepin-8-yl)-6-(propylcarbamoyl)picolinic acid NCC1=C(C=C(C=C1)NC(=O)C1=CC2=C(OCCC3=C2SC=C3)C=C1C=1C(=NC(=CC1)C(NCCC)=O)C(=O)O)OC